(S)-N-((6-AMINO-2-METHYLPYRIDIN-3-YL)METHYL)-3-((3-ETHOXYBENZYL)AMINO)-4-OXO-4,6,7,8-TETRAHYDROPYRROLO[1,2-A]PYRIMIDINE-6-CARBOXAMIDE NC1=CC=C(C(=N1)C)CNC(=O)[C@@H]1CCC=2N1C(C(=CN2)NCC2=CC(=CC=C2)OCC)=O